COC=1C=C(C=CC1OC)C1=C(C=CC=C1)NC1=CC=C(C=C1)C1=NN=C(S1)N 5-(4-([2-(3,4-dimethoxyphenyl)phenyl]amino)phenyl)-1,3,4-thiadiazol-2-amine